C1(=CC=CC=C1)C1=CSC=2N=C(N=CC21)C2=NC=CC=C2 5-Phenyl-2-pyridin-2-yl-thieno[2,3-d]pyrimidin